4-[[2-(5-chloro-2-hydroxy-phenyl)acetyl]amino]-N-(1-ethynylcyclopentyl)pyridine-2-carboxamide ClC=1C=CC(=C(C1)CC(=O)NC1=CC(=NC=C1)C(=O)NC1(CCCC1)C#C)O